ClC=1C(=C(OC2=C(N=C(N=N2)C)C2=NOCC(N2)CC2=C(C=C(C=C2)C)Cl)C=CC1)F 3-[6-(3-chloro-2-fluorophenoxy)-3-methyl-1,2,4-triazin-5-yl]-5-(2-chloro-4-methylbenzyl)-5,6-dihydro-4H-1,2,4-oxadiazine